6-(3-cyclopropylphenoxy)-2-methyl-8H-imidazo[1,2-a]pyrimidin-5-one C1(CC1)C=1C=C(OC2=CNC=3N(C2=O)C=C(N3)C)C=CC1